(bis(methyl-d3)amino)-3-methylpyrrolidine-1-carboxylic acid tert-butyl ester C(C)(C)(C)OC(=O)N1C(C(CC1)C)N(C([2H])([2H])[2H])C([2H])([2H])[2H]